F[Sb-](F)(F)(F)(F)F.F[Sb-](F)(F)(F)(F)F.[Fe+2] iron(II) bis(hexafluoroantimonate)